FC1=CC=C(C=C1)C=1N=NC(=NN1)C1=CC=C(C=C1)F 3,6-bis(4-fluorophenyl)-1,2,4,5-tetrazine